C1(=C(C=CC=C1)P(C1CCCCC1)C1CCCCC1)C1=CC=CC=C1 [1,1'-biphenyl]-2-yl-dicyclohexylphosphine